NC1=NC=NN2C1=C(C(=N2)C2=CC=C(C=C2)NC(C(=C)F)=O)C2=CC(=C(C(=O)NCC1CC(C1)(F)F)C=C2)OC 4-(4-amino-6-(4-(2-fluoroacrylamido)phenyl)pyrazolo[5,1-f][1,2,4]triazin-5-yl)-N-((3,3-difluorocyclobutyl)methyl)-2-methoxybenzamide